OCCN(C1=CC=C(C=C1)C=CC(=O)C1=CC=C(C=C1)NC(C=C)=O)C N-[4-[3-[4-[2-Hydroxyethyl(methyl)amino]phenyl]prop-2-enoyl]phenyl]prop-2-enamide